FC=1C=C(C#N)C=C(C1)OC1=C2N=CC(=C2C2(OCCO2)CC1)SC(F)(F)F 3-fluoro-5-(1-(trifluoromethylthio)-5,6-dihydrospiro[3-azaindene-7,2'-[1,3]dioxolan]-4-oxy)benzonitrile